4-(6-bromo-2,3,4,5-tetrahydro-1H-pyrido[3,4-b]azepin-1-yl)-5-fluoroquinazolin-2(1H)-one BrC1=CN=CC=2N(CCCCC21)C2=NC(NC1=CC=CC(=C21)F)=O